[B].[Sn].[Li].ClC1=C(C=CC=C1)C(CC1=C(C=CC=C1)N)O 1-(2-chlorophenyl)-2-(2-aminophenyl)ethan-1-ol lithium-tin-boron